5-(2,6-Dichloro-4-nitrophenoxy)pyridine-2(1H)-one ClC1=C(OC=2C=CC(NC2)=O)C(=CC(=C1)[N+](=O)[O-])Cl